C(C)(C)(C)OC(=O)N1CC=2CN(CC2C1)C([C@@H](C1=CC=CC=C1)O)=O 5-[(2R)-2-hydroxy-2-phenylacetyl]-1H,2H,3H,4H,5H,6H-pyrrolo[3,4-c]pyrrole-2-carboxylic acid tert-butyl ester